dibenzyl [(1S,3R)-2-[2-(3,5-dichloro-1-methyl-indazol-4-yl)acetyl]-5-(1-hydroxy-1-methyl-ethyl)-1-methyl-3,4-dihydro-1H-isoquinolin-3-yl]methyl Phosphate P(=O)(OCC1=CC=CC=C1)(OCC1=CC=CC=C1)OC[C@@H]1N([C@H](C2=CC=CC(=C2C1)C(C)(C)O)C)C(CC1=C2C(=NN(C2=CC=C1Cl)C)Cl)=O